CC1=C(OC2=C(C=C(C=C2C1=O)C)[C@@H](C)NC1=NC=CC=C1C(=O)O)C1=CC=CC=C1 2-[[(1R)-1-(3,6-Dimethyl-4-oxo-2-phenyl-chromen-8-yl)ethyl]amino]pyridine-3-carboxylic acid